CSCCCCCN=C=S 5-Methylthiopentyl isothiocyanate